P(=O)(OCCN)(OCCN)O di(2-aminoethyl) hydrogen phosphate